NC1=NC(=C(C(=N1)N[C@H](CCO)CCC)CC1=C(C=C(CN(CCC(=O)O)CC(F)F)C=C1)OC)C (S)-3-((4-((2-amino-4-(1-hydroxyhexan-3-ylamino)-6-methylpyrimidin-5-yl)methyl)-3-methoxybenzyl)(2,2-difluoroethyl)amino)propanoic acid